BrC1=C(SC=C1Br)C(C)=O (3,4-dibromothiophen-2-yl)ethan-1-one